FCCN(C=1C=CC(=NC1)[B-](O)(O)O)C.[Li+] Lithium (5-((2-fluoroethyl)(methyl)amino)pyridin-2-yl)trihydroxyborate